2-[3-(3-Chlorophenyl)-5-[2-(2-hydroxyethyl)-3,4-dihydro-1H-isoquinolin-7-yl]-4-oxo-6,7-dihydropyrazolo[4,3-c]pyridin-1-yl]-N-(cyclopropylmethyl)acetamide ClC=1C=C(C=CC1)C1=NN(C2=C1C(N(CC2)C2=CC=C1CCN(CC1=C2)CCO)=O)CC(=O)NCC2CC2